CC(C)C[C@@H](C(=O)O)N The molecule is the L-enantiomer of leucine. It has a role as a plant metabolite, an Escherichia coli metabolite, a Saccharomyces cerevisiae metabolite, a human metabolite, an algal metabolite and a mouse metabolite. It is a pyruvate family amino acid, a proteinogenic amino acid, a leucine and a L-alpha-amino acid. It is a conjugate base of a L-leucinium. It is a conjugate acid of a L-leucinate. It is an enantiomer of a D-leucine. It is a tautomer of a L-leucine zwitterion.